FC=1C=C2C=CC(=CC2=CC1)N1CC2CN(CC2C1)C 2-(6-Fluoronaphthalen-2-yl)-5-methyloctahydropyrrolo[3,4-c]pyrrole